C(#N)C1=C(C=C(C=N1)NC(C(C)=O)=O)C(F)(F)F N-[6-cyano-5-(trifluoromethyl)pyridin-3-yl]-2-oxo-propionamide